FC=1C=C(C=CC1C1=CC=C(C=C1)CCC)C1=CC=C(C=C1)C#N 3'-fluoro-4''-propyl-[1,1':4',1''-terphenyl]-4-carbonitrile